O=C1NC(CCC1NC1=CC(=C(C=C1)N1CCC(CC1)C1=CC=C(C=C1)C1=C2C=C(NC2=C(C(=C1)C1=CCCN(C1)C(CCN1N=CC=C1)=O)F)C(=O)N(C)C)F)=O 4-[4-[1-[4-[(2,6-dioxo-3-piperidyl)amino]-2-fluoro-phenyl]-4-piperidyl]phenyl]-7-fluoro-N,N-dimethyl-6-[1-(3-pyrazol-1-ylpropanoyl)-3,6-dihydro-2H-pyridin-5-yl]-1H-indole-2-carboxamide